[(1R,2S,4R)-2-hydroxy-4-{[5-({4-[(2S)-2-phenyltetrahydrofuran-2-yl]-2-thienyl}carbonyl)pyrimidin-4-yl]amino}cyclopentyl]methyl sulfamate S(N)(OC[C@@H]1[C@H](C[C@@H](C1)NC1=NC=NC=C1C(=O)C=1SC=C(C1)[C@@]1(OCCC1)C1=CC=CC=C1)O)(=O)=O